1-(1H-Benzo[d]imidazol-5-yl)-5-(3-chlorophenyl)imidazolidin-2,4-dion N1C=NC2=C1C=CC(=C2)N2C(NC(C2C2=CC(=CC=C2)Cl)=O)=O